((3-(4,6-dichloro-2,3-dihydro-1H-inden-1-yl)-1,2,4-oxadiazol-5-yl)methyl)acrylic acid ClC1=C2CCC(C2=CC(=C1)Cl)C1=NOC(=N1)CC(C(=O)O)=C